ClC1=CC(=C(C=C1Cl)NC(=O)N[C@@H](C)C=1N(N=CN1)C1=NC=CC=N1)C 1-(4,5-dichloro-2-methyl-phenyl)-3-[(1S)-1-(2-pyrimidin-2-yl-1,2,4-triazol-3-yl)ethyl]urea